1-(3,4-dimethylphenyl)-3-methyl-benzimidazolate CC=1C=C(C=CC1C)N1C(N(C2=C1C=CC=C2)C)C(=O)[O-]